4-(2-(cyclopropanesulfonylamino)pyrimidin-4-yl)-N-(5-(6-ethoxypyrazin-2-yl)pyridin-2-yl)-1-isopropylpiperidine-4-carboxamide C1(CC1)S(=O)(=O)NC1=NC=CC(=N1)C1(CCN(CC1)C(C)C)C(=O)NC1=NC=C(C=C1)C1=NC(=CN=C1)OCC